NCC(=O)N1C(C=2N(CC1)C(=C(N2)C2=CC=C(C=C2)F)C(O)C2=CC=C(C=C2)F)(C)C 2-amino-1-(2-(4-fluorophenyl)-3-((4-fluorophenyl)(hydroxy)methyl)-8,8-dimethyl-5,6-dihydroimidazo[1,2-a]pyrazin-7(8H)-yl)ethan-1-one